FC(S(=O)(=O)OC=1N=C2N(C(C1)=O)C=C(C=C2)Cl)(F)F 7-chloro-4-oxo-4H-pyrido[1,2-a]pyrimidin-2-yl trifluoromethanesulfonate